Natrium 3-(3-(1H-Pyrrol-1-yl)phenyl)-3-(3-(1,5-dimethyl-4-oxido-2-oxo-1,2-dihydropyridin-3-yl)ureido)propanoat N1(C=CC=C1)C=1C=C(C=CC1)C(CC(=O)[O-])NC(=O)NC=1C(N(C=C(C1[O-])C)C)=O.[Na+].[Na+]